C(C)OC(=O)C=1C=NN2C1C(=CC=C2Br)F 7-bromo-4-fluoro-pyrazolo[1,5-a]pyridine-3-carboxylic acid ethyl ester